2-OXO-3-PHENYL-PROPANAL O=C(C=O)CC1=CC=CC=C1